8-(4-(2,4-dioxo-1,3,7-triazaspiro[4.5]decan-7-yl)-8-fluoro-2-((hexahydro-1H-pyrrolizin-7a-yl)methoxy)pyrido[4,3-d]pyrimidin-7-yl)-1-naphthonitrile O=C1NC2(C(N1)=O)CN(CCC2)C=2C1=C(N=C(N2)OCC23CCCN3CCC2)C(=C(N=C1)C=1C=CC=C2C=CC=C(C12)C#N)F